cis-5-methyl-N-({4-methyl-2-[6-methyl-3-(2H-1,2,3-triazol-2-yl)pyridine-2-carbonyl]-2-azabicyclo[3.1.1]hept-3-yl}methyl)pyrazin-2-amine CC=1N=CC(=NC1)NCC1N(C2CC(C1C)C2)C(=O)C2=NC(=CC=C2N2N=CC=N2)C